4-[(1S)-1-aminoethyl]-6-(dimethyl-amino)-2-[6-(4-propyl-4H-1,2,4-triazol-3-yl)pyridin-2-yl]-2,3-dihydro-1H-pyrrolo[3,4-c]pyridin-1-one N[C@@H](C)C1=NC(=CC2=C1CN(C2=O)C2=NC(=CC=C2)C2=NN=CN2CCC)N(C)C